n-propyltri(i-propoxy)silane C(CC)[Si](OC(C)C)(OC(C)C)OC(C)C